ClC1C(SCCC1)=O chlorothianon